4-(tert-butyl) 1-methyl L-aspartate HCl Cl.N[C@@H](CC(=O)OC(C)(C)C)C(=O)OC